NC1=C(C(=O)O)C=C(C=C1C)C 2-amino-3,5-dimethylbenzoic acid